(tert-butyl)dimethylsilane tetracosyl-n-nonanoate C(CCCCCCCCCCCCCCCCCCCCCCC)OC(CCCCCCCC)=O.C(C)(C)(C)[SiH](C)C